4-chloro-6-(4-fluorophenyl)-8-methoxycinnoline ClC1=CN=NC2=C(C=C(C=C12)C1=CC=C(C=C1)F)OC